C(C)(C)(C)OC(=O)N1C=CC2=C(C=CC=C12)CCN(CC(=O)O)C(=O)OCC1C2=CC=CC=C2C=2C=CC=CC12 2-[(2-{1-[(tert-butoxy)carbonyl]-1H-indol-4-yl}ethyl)({[(9H-fluoren-9-yl)methoxy]carbonyl})amino]acetic acid